C(C)(=O)[O-].C(CCCCCC)[N+]1=CC(=CC=C1)CCC 1-Heptyl-3-propylpyridinium acetat